1-benzyl-N3-(pyridin-2-yl)-1H-1,2,4-triazole-3,5-diamine C(C1=CC=CC=C1)N1N=C(N=C1N)NC1=NC=CC=C1